[N+](=O)([O-])C1=C(NC(C)=O)C=CC=C1 2'-nitroacetanilide